OC1=CC(=CC=2C(C3=C(C=C(C=C3C(C12)=O)C)O)=O)OC 1,5-Dihydroxy-3-methoxy-7-methylanthraquinone